C(C=C)(=O)NC1=CC=C(C=C1)C1=C(C(=C2N1CCN2)C(=O)N)C2=CC=C(C=C2)OC2=NC(=CC=C2)C 5-(4-acrylamidophenyl)-6-(4-((6-methylpyridin-2-yl)oxy)phenyl)-2,3-dihydro-1H-pyrrolo[1,2-a]imidazole-7-carboxamide